1-pentyl-2-methyl-imidazolium C(CCCC)N1C(=[NH+]C=C1)C